C(C)(C)(C)OC(=O)N(CCC[C@@H](CC(=O)OC(C)(C)C)NC1=NC=CC2=CC=C(C=C12)C1=NOC(=N1)C)C tert-Butyl (3S)-6-[tert-butoxycarbonyl(methyl)amino]-3-[[7-(5-methyl-1,2,4-oxadiazol-3-yl)-1-isoquinolyl]amino]hexanoate